tert-butyl 4-{6-[4-bromo-3-(pyridin-4-yl)pyrazol-1-yl]pyridin-3-yl}piperazine-1-carboxylate BrC=1C(=NN(C1)C1=CC=C(C=N1)N1CCN(CC1)C(=O)OC(C)(C)C)C1=CC=NC=C1